ClC=1C=C(C=CC1C=1C(=NC=CC1)C1(CC1)C#N)[C@H](CS(=O)(=O)N)NC(=O)NC=1N=C(SC1)C#C (R)-2-(3-chloro-4-(2-(1-cyanocyclopropyl)pyridin-3-yl)phenyl)-2-(3-(2-ethynyl-thiazol-4-yl)ureido)ethanesulfonamide